C1(CC1)CN1C(=CC=2C1=NC(=CC2)C=O)C=2N=C1N(C(=CC(=C1)C(=O)N1C[C@@H](CCC1)NC(OCC1=CC=CC=C1)=O)OC)C2C benzyl N-[(3R)-1-[2-[1-(cyclopropylmethyl)-6-formyl-pyrrolo[2,3-b]pyridin-2-yl]-5-methoxy-3-methyl-imidazo[1,2-a]pyridine-7-carbonyl]-3-piperidyl]carbamate